ClC1=CC=C2C(NN=C(C2=C1)C1=CC2=C(NC(=N2)NC(OC)=O)C=C1)=O Methyl (5-(7-chloro-4-oxo-3,4-dihydrophthalazin-1-yl)-1H-benzimidazol-2-yl)carbamate